5-(tert-butyl) 3-ethyl 1-(4-fluorobenzyl)-7-methyl-1,4,6,7-tetrahydro-5H-pyrazolo[4,3-c]pyridine-3,5-dicarboxylate FC1=CC=C(CN2N=C(C=3CN(CC(C32)C)C(=O)OC(C)(C)C)C(=O)OCC)C=C1